[Br-].C[N+](C)(C)C12CC3CC(CC(C1)C3)C2 N,N,N-trimethyl-1-adamantylammonium bromide